N1N=CC(=C1)C1=C2OCCCC3=C(NC(C(S1)=C23)=O)[C@@H](C)N2N=CC=C2 (R)-2-(1H-pyrazol-4-yl)-7-(1-pyrazol-1-ylethyl)-12-oxa-3-thia-6-azatricyclo[6.4.1.04,13]trideca-1,4(13),7-trien-5-one